CCOC(=O)C1=CC(=CC=C1)N.CS(=O)(=O)O The molecule is a methanesulfonate salt obtained by reaction of tricaine with one molar equivalent of methanesulfonic acid. Used as an anaesthetic for fish. It has a role as a general anaesthetic. It contains a tricaine(1+).